Cl.N1CCC(CC1)N1N=CC(=C1)NC1C(NC(CC1)=O)=O 3-[[1-(4-Piperidyl)pyrazol-4-yl]amino]piperidine-2,6-dione hydrochloride